COC(C=1C(N)=CC=CC1)=O.C(C=1C(O)=CC=CC1)(=O)OC methyl salicylate methyl-anthranilate